C(C)(C)(C)OC(=O)N1CCN(CC1)C1=C2C(=C(C(N(C2=CC=C1)CC(C)C)=O)C(NC1=CC(=CC=C1)F)=O)O 4-(3-((3-fluorophenyl)carbamoyl)-4-hydroxy-1-isobutyl-2-oxo-1,2-dihydroquinolin-5-yl)piperazine-1-carboxylic acid tert-butyl ester